CN1N=C(C(=C1)C1=NN=C(O1)C(=O)N1[C@@H](C2=C(CC1)NC=N2)C2=NN1C(C=CC=C1)=C2)C(F)(F)F (S)-(5-(1-methyl-3-(trifluoromethyl)-1H-pyrazol-4-yl)-1,3,4-oxadiazol-2-yl)(4-(pyrazolo[1,5-a]pyridin-2-yl)-6,7-dihydro-1H-imidazo[4,5-c]pyridin-5(4H)-yl)methanone